4-(4-Acryloyl-3,4-dihydro-2H-benzo[b][1,4]oxazin-7-yl)-6-(6-(4-methylpiperazin-1-yl)pyridin-3-yl)pyrazolo[1,5-a]pyridine-3-carbonitrile C(C=C)(=O)N1C2=C(OCC1)C=C(C=C2)C=2C=1N(C=C(C2)C=2C=NC(=CC2)N2CCN(CC2)C)N=CC1C#N